tert-butyl ((1R,3S)-3-((1-((2-chloropyrimidin-5-yl)amino)isoquinolin-6-yl)oxy)cyclohexyl)carbamate ClC1=NC=C(C=N1)NC1=NC=CC2=CC(=CC=C12)O[C@@H]1C[C@@H](CCC1)NC(OC(C)(C)C)=O